F[C@H]1CN(C[C@H]1NC1=NN2C(C(=N1)OC)=C(C=C2)C=2C=CC1=C(N(N=N1)CCF)C2)C(CC)=O 1-((3S,4R)-3-fluoro-4-((5-(1-(2-fluoroethyl)-1H-benzo[d][1,2,3]triazol-6-yl)-4-methoxypyrrolo[2,1-f][1,2,4]triazin-2-yl)amino)pyrrolidin-1-yl)propan-1-one